amino-2-methyl-5-((2-(6-methylpyridin-2-yl)ethyl)amino)-3-propylpyrazolo[1,5-a]pyrimidine-6-carbonitrile NC1=C(C(=NC=2N1N=C(C2CCC)C)NCCC2=NC(=CC=C2)C)C#N